N-(4-(4-amino-2-butyl-1-methyl-1H-imidazo[4,5-c]quinolin-8-yl)butyl)-3,4,5-trihydroxybenzamide NC1=NC=2C=CC(=CC2C2=C1N=C(N2C)CCCC)CCCCNC(C2=CC(=C(C(=C2)O)O)O)=O